[I-].C(=O)(O)CC[N+]=1C2=C(C(C1C)(C)C)C1=C(S2)C=CC=C1 1-(2-carboxyethyl)-2,3,3-trimethyl-3H-benzo[4,5]thieno[2,3-b]pyrrol-1-ium iodide